FC=1C(=CC(=NC1)OC)C1=CC(=NN1)C(=O)N1C2(CC2)C[C@@H](CC1)C(=O)NC1CCC2(CCC(N2C)=O)CC1 (R)-4-(5-(5-fluoro-2-methoxypyridin-4-yl)-1H-pyrazole-3-carbonyl)-N-((5S,8S)-1-methyl-2-oxo-1-azaspiro[4.5]dec-8-yl)-4-azaspiro[2.5]octane-7-carboxamide